FC=1C(=NC=CN1)C1=C2N=CNC2=NC=N1 6-(3-fluoropyrazin-2-yl)-9H-purine